C(C)N1N=CC(=C1)C=1C=C(C2=C(N(N=C2C1)C)C=1C=C2[C@H](CNC(C2=C(C1)OC)=O)C)C#N |o1:20| 6-(1-ethylpyrazol-4-yl)-2-methyl-3-[rel-(4R)-8-methoxy-4-methyl-1-oxo-3,4-dihydro-2H-isoquinolin-6-yl]indazole-4-carbonitrile